methoxy-2,5-dihydrofuran-3,4-dicarboxamide COC1OCC(=C1C(=O)N)C(=O)N